4-(2-(3-cyano-8-methylimidazo[1,2-a]pyridin-6-yl)-3-isopropyl-1H-indol-5-yl)piperidine-1-carboxylic acid tert-butyl ester C(C)(C)(C)OC(=O)N1CCC(CC1)C=1C=C2C(=C(NC2=CC1)C=1C=C(C=2N(C1)C(=CN2)C#N)C)C(C)C